N-(3-acetyl-1-(2-((2-(3-chloro-2-fluorophenylmethylamino)-2-oxoethyl)(isopropyl)-amino)-2-oxoethyl)-1H-indazol-5-yl)-3,3-dimethylbutanamide C(C)(=O)C1=NN(C2=CC=C(C=C12)NC(CC(C)(C)C)=O)CC(=O)N(C(C)C)CC(=O)NCC1=C(C(=CC=C1)Cl)F